Heptane methanesulfonate CS(=O)(=O)O.CCCCCCC